(2S,4R)-tert-butyl 2-(((tert-butyldimethylsilyl)oxy)methyl)-4-(6-chloro-8-(2-(hydroxymethyl)thieno[3,2-b]pyridin-7-yl)-3,4-dihydroquinolin-1(2H)-yl)pyrrolidine-1-carboxylate [Si](C)(C)(C(C)(C)C)OC[C@H]1N(C[C@@H](C1)N1CCCC2=CC(=CC(=C12)C1=C2C(=NC=C1)C=C(S2)CO)Cl)C(=O)OC(C)(C)C